NC=1SC2=C(N1)C(=CC=C2F)C2=C(C=C1C(=CC=NC1=C2F)N2CCN(CC2)C(C(=C)F)=O)Cl 7-(2-Amino-7-fluorobenzo[d]thiazol-4-yl)-6-chloro-8-fluoro-4-(4-(2-fluoroacryloyl)piperazin-1-yl)quinoline